OC=1C=C(C2=C(OC(OC2=O)(C)COC)C1C1=C(C=CC(=C1)C)C(=C)C)CCCCC 7-hydroxy-2-(methoxymethyl)-2-methyl-8-(5-methyl-2-(prop-1-en-2-yl)phenyl)-5-pentyl-4H-benzo[d][1,3]dioxin-4-one